BrC=1C=CC(=C(C1)C(C(=O)O)N1C(C(=C(C=C1)C(F)(F)F)CC)=O)F 2-(5-bromo-2-fluorophenyl)[3-ethyl-2-oxo-4-(trifluoromethyl)pyridin-1-yl]acetic acid